BrCCCCCCCC\C=C/CCCC (5Z)-14-bromo-5-tetradecene